CC1=CC(=NC=C1[N+](=O)[O-])NS(=O)(=O)C1=CC=CC=C1 N-(4-methyl-5-nitropyridin-2-yl)benzenesulfonamide